FC1=C(C=C(C=C1F)N1N=CC2=CC(=C(C=C12)C(F)(F)F)N1CCN(CC1)S(=O)(=O)C)O 2,3-Difluoro-5-(5-(4-(methyl-sulfonyl)piperazin-1-yl)-6-(trifluoromethyl)-1H-indazol-1-yl)phenol